oxo-1-phenyl-pyrrolidine O=C1N(CCC1)C1=CC=CC=C1